3-(4-chlorophenyl)-8-((6-(trifluoromethyl)pyridin-3-yl)methyl)pyrido[2,3-d]pyrimidine-2,4(3H,8H)-dione ClC1=CC=C(C=C1)N1C(N=C2C(C1=O)=CC=CN2CC=2C=NC(=CC2)C(F)(F)F)=O